S(=O)(=O)([O-])[O-].C(CCC)[N+]1=C(NC=C1)C=C.C(CCC)[N+]1=C(NC=C1)C=C Butyl-Vinylimidazolium Sulfate